5-methyl-2-heptyl styrenesulfonate C(=CC1=CC=CC=C1)S(=O)(=O)OC(C)CCC(CC)C